COC1=NN(C2=C1C(=NC=C2)C2=CC(=C(C=C2)S(=O)(=O)C)C)C(C2=CC=CC=C2)(C2=CC=CC=C2)C2=CC=CC=C2 3-methoxy-4-(3-methyl-4-(methylsulfonyl)phenyl)-1-trityl-1H-pyrazolo[4,3-c]pyridine